tert-butyl (1R,5S)-3-cyano-8-azabicyclo[3.2.1]octane-8-carboxylate Potassium 2-methylpropan-2-olate CC(C)(C)[O-].[K+].C(#N)C1C[C@H]2CC[C@@H](C1)N2C(=O)OC(C)(C)C